ClC1=C(C(=CC(=C1)F)F)C=1C(=NN(C1NC1=CC=C(C=C1[N+](=O)[O-])C)C)C 4-(2-chloro-4,6-difluorophenyl)-1,3-dimethyl-N-(4-methyl-6-nitrophenyl)-1H-pyrazol-5-amine